P(O)(=O)(OP(=O)(O)OP(=O)(O)O)OC[C@@H]1[C@H](C[C@@H](O1)N1C(=O)NC(=O)C(C)=C1)O deoxyThymidine TriPhosphate